COC1=C2C(=NC=C1[N+](=O)[O-])N(C=C2)C(=O)OC(C)(C)C Tert-butyl 4-methoxy-5-nitro-1H-pyrrolo[2,3-b]pyridine-1-carboxylate